COC(=O)C=1C=2C=CN(C2C=CC1)C1OC(OC1)=O.C(C)(C)(C)[Si](Br)(Br)Br tert-butyl-tribromosilane methyl-1-(2-oxo-1,3-dioxolan-4-yl)-1H-indole-4-carboxylate